FC1=C(C=CC=C1)C1=CNC=2N=CN=C(C21)N2CCN(C1(CC1)C2)C(=O)OC(C)(C)C tert-butyl 7-(5-(2-fluorophenyl)-7H-pyrrolo[2,3-d]pyrimidin-4-yl)-4,7-diazaspiro[2.5]octane-4-carboxylate